N1(CCC1)CC=1C=C(C2=C(N=C(O2)C=2C(=C(C=CC2)C2=C(C(=CC=C2)C=2OC3=C(N2)C=C(C(=C3)OC(F)F)CN3[C@@H](CCC3)C(=O)O)C)C)C1)C ((2-(3'-(5-(azetidin-1-ylmethyl)-7-methylbenzo[d]oxazol-2-yl)-2,2'-dimethyl-[1,1'-biphenyl]-3-yl)-6-(difluoromethoxy)benzo[d]oxazol-5-yl)methyl)-L-proline